BrC=1C(=C(OC[C@H]2CCC3(C2)CCN(CC3)CC(=O)OCC)C=CC1)C ethyl 2-[(3S)-3-[(3-bromo-2-methyl-phenoxy)methyl]-8-azaspiro[4.5]decan-8-yl]acetate